tert-butyl N-(1-amino-3-methoxy-pyridin-1-ium-4-yl)carbamate 2,4-dinitrophenolate salt [N+](=O)([O-])C1=C(C=CC(=C1)[N+](=O)[O-])[O-].N[N+]1=CC(=C(C=C1)NC(OC(C)(C)C)=O)OC